O1C(=NC2=C1C=CC=C2)C2=NNC=C2N 3-(benzo[d]oxazol-2-yl)-1H-pyrazol-4-amine